diphenyl-(4-(triphenylsilyl)phenyl)-phosphine oxide C1(=CC=CC=C1)P(C1=CC=C(C=C1)[Si](C1=CC=CC=C1)(C1=CC=CC=C1)C1=CC=CC=C1)(C1=CC=CC=C1)=O